COC=1C(=C(C=CC1)N1C(=C2C(N(N=CC2=C1C)C1=NC=CC=C1)=O)C)C 6-(3-Methoxy-2-methyl-phenyl)-5,7-dimethyl-2-(pyridin-2-yl)-2,6-dihydro-1H-pyrrolo[3,4-d]pyridazin-1-one